3-methylpiperidine-1,3-dicarboxylic acid 1-(tert-butyl) 3-ethyl ester C(C)OC(=O)C1(CN(CCC1)C(=O)OC(C)(C)C)C